Glycidoxymethyl-triethoxysilane C(C1CO1)OC[Si](OCC)(OCC)OCC